CC=1N(N=C2C=C(C(=CC12)C(=O)OCC(OCC(C)OCCCCCCCCC(C)C)C)OC)C1CCC(CC1)N(C([C@@H](C)OC(C)=O)=O)C dipropylene glycol monoiso-undecyl ether methyl-2-((1R,4R)-4-((R)-2-acetoxy-N-methylpropanamido)cyclohexyl)-6-methoxy-2H-indazole-5-carboxylate